C(CCCCCCCCCCCCCCCCC)C(C(O)(CCCCCCCCCCCCCCCCCC)CCCCCCCCCCCCCCCCCC)(O)CO tristearyl-glycerin